ClC1=CC=C(C=C1)C=1C=C(C(N(N1)C=1C=NN(C1)C)=O)C(=O)N[C@@H]1[C@H](CCC1)O 6-(4-chlorophenyl)-N-[(1S,2S)-2-hydroxycyclopentyl]-2-(1-methyl-1H-pyrazol-4-yl)-3-oxo-2,3-dihydropyridazine-4-carboxamide